C(CCC)[Ti+](CCCC)CCCC tributyltitanium (iv)